ClC=1C=C2C(N(C=NC2=CC1)CC(=O)NNC1=CC=C(C=C1)Cl)=O 2-(6-chloro-4-oxoquinazolin-3(4H)-yl)-N'-(4-chlorophenyl)acethydrazide